C(\C=C\C=C\CCC)=O 2E,4E-Octadienal